FC1=C(C=CC=C1)F difluoro(benzene)